CN(CCOC=1C=CC(=C(C(=O)N[C@H](C)C2=CC(=C(C(=C2)C=2C=NN(C2)C)F)C=2C=NN(C2)C)C1)C)C (R)-5-(2-(dimethylamino)ethoxy)-N-(1-(4-fluoro-3,5-bis(1-methyl-1H-pyrazol-4-yl)phenyl)ethyl)-2-methylbenzamide